1-(4-(5-(trifluoromethyl)-1,2,4-oxadiazol-3-yl)phenyl)-1H-pyrazole-4-carboxylic acid FC(C1=NC(=NO1)C1=CC=C(C=C1)N1N=CC(=C1)C(=O)O)(F)F